FC1=CC(=C(C=C1)NC1=C(C(=O)NC2=CC=C(C=C2)S(=O)(=O)C)C=CC(=C1)C(F)(F)F)C 2-((4-fluoro-2-methylphenyl)amino)-N-(4-(methylsulfonyl)phenyl)-4-(trifluoromethyl)benzamide